(5-(6-(1-((5-methylthiazol-2-yl)amino)-1-oxopropan-2-yl)pyrazin-2-yl)pyridin-2-yl)acrylamide CC1=CN=C(S1)NC(C(C)C1=CN=CC(=N1)C=1C=CC(=NC1)C(C(=O)N)=C)=O